(2-chloropyridin-3-yl)boronic acid ClC1=NC=CC=C1B(O)O